trityl-L-histidylglycyl-L-serine C(C1=CC=CC=C1)(C1=CC=CC=C1)(C1=CC=CC=C1)N[C@@H](CC1=CNC=N1)C(=O)NCC(=O)N[C@@H](CO)C(=O)O